2,6-diphenyl-4-(4-toluenesulfonylphenyl)pyridine C1(=CC=CC=C1)C1=NC(=CC(=C1)C1=CC=C(C=C1)S(=O)(=O)CC1=CC=CC=C1)C1=CC=CC=C1